2,7-dihydroxyfluoren-9-one OC1=CC=2C(C3=CC(=CC=C3C2C=C1)O)=O